Nonanen C=CCCCCCCC